tert-butyl 8-[3-fluoro-4-(4,4,5,5-tetramethyl-1,3,2-dioxaborolan-2-yl)phenyl]-2-azaspiro[4.5]decane-2-carboxylate FC=1C=C(C=CC1B1OC(C(O1)(C)C)(C)C)C1CCC2(CCN(C2)C(=O)OC(C)(C)C)CC1